5-(trans-4-(((3-Iodophenyl)amino)methyl)cyclohexyl)-2-methoxybenzonitrile IC=1C=C(C=CC1)NC[C@@H]1CC[C@H](CC1)C=1C=CC(=C(C#N)C1)OC